ClC=1C=C2C(=NC1OC)C(=C(N2C)C2=NNC(=N2)C(COC)OC)N2C=NC=C2 6-chloro-2-(5-(1,2-dimethoxyethyl)-1H-1,2,4-triazol-3-yl)-3-(1H-imidazol-1-yl)-5-methoxy-1-methyl-1H-pyrrolo[3,2-b]pyridine